3-(4-chlorophenyl)dibenzofuran ClC1=CC=C(C=C1)C=1C=CC2=C(OC3=C2C=CC=C3)C1